norbornene rhodium chloride [Rh](Cl)(Cl)Cl.C12C=CC(CC1)C2